1-[(2R,3S,4S,5R)-4-(benzyloxy)-5-[(benzyloxy)methyl]-5-(chloromethyl)-3-[2-(trimethylsilyl)ethynyl]oxolan-2-yl]-3H-pyrimidine-2,4-dione C(C1=CC=CC=C1)O[C@H]1[C@@H]([C@@H](O[C@]1(CCl)COCC1=CC=CC=C1)N1C(NC(C=C1)=O)=O)C#C[Si](C)(C)C